2,4-bis(perfluoro-t-butyl)-6-chloro-1,3,5-triazine FC(C(C(F)(F)F)(C(F)(F)F)C1=NC(=NC(=N1)C(C(F)(F)F)(C(F)(F)F)C(F)(F)F)Cl)(F)F